FC(C(=O)O)(C)C=1C=CC=C2C=CC=NC12 2-Fluoro-2-(quinolin-8-yl)propionic acid